ethyl 2-octylcyclopropane-1-carboxylate C(CCCCCCC)C1C(C1)C(=O)OCC